C(N)(=O)C=1C(=NC(=C(N1)CC)C1CC1)NC=1C=C(CCNC(C(C)OC(NC)=O)=O)C=CC1 (1-((3-((3-carbamoyl-6-cyclopropyl-5-ethylpyrazin-2-yl)amino)phenethyl)amino)-1-oxopropan-2-yl)(methyl)carbamate